C=1(C(=CC(=CC1)O)O)C1=CC=CC=C1 [1,1'-biphenyl]-2,4-diol